Methyl 1-((2'-cyano-5'-(4-isopropyl-1H-1,2,3-triazol-1-yl)-[1,1'-biphenyl]-4-yl)methyl)-2-ethoxy-1H-benzo[d]imidazole-7-carboxylate C(#N)C1=C(C=C(C=C1)N1N=NC(=C1)C(C)C)C1=CC=C(C=C1)CN1C(=NC2=C1C(=CC=C2)C(=O)OC)OCC